C1=CC=C(C=C1)CN2C=C(N=N2)CN(CC3=CN(N=N3)CC4=CC=CC=C4)CC5=CN(N=N5)CC6=CC=CC=C6 tris-(benzyltriazolylmethyl)amine